1-(4-chlorophenyl)-3-((3-(2,6-dioxopiperidin-3-yl)-4-oxo-3,4-dihydrobenzo[d][1,2,3]triazin-7-yl)methyl)urea ClC1=CC=C(C=C1)NC(=O)NCC=1C=CC2=C(N=NN(C2=O)C2C(NC(CC2)=O)=O)C1